C(C)(C)(C)OC(N(C)CC1OCC(C2=CC=CC=C12)F)=O (4-fluoroisochroman-1-yl)methyl-(methyl)carbamic acid tert-butyl ester